6-fluoro-2-(3-methoxy-3-oxopropyl)-7-(3-(methoxymethoxy)naphthalen-1-yl)-4-(methylsulfinyl)-1H-pyrrolo[3,2-c][1,6]naphthyridin FC1=C(N=CC=2C3=C(C(=NC12)S(=O)C)C=C(N3)CCC(=O)OC)C3=CC(=CC1=CC=CC=C31)OCOC